5-(5-{[cis-3-(cyclohexylmethoxy)cyclobutyl]oxy}pyrazin-2-yl)isoxazol-3-ol C1(CCCCC1)CO[C@H]1C[C@H](C1)OC=1N=CC(=NC1)C1=CC(=NO1)O